3-(5,7-difluoro-4-oxo-1H-quinolin-2-yl)-4-(trifluoromethylsulfanyl)benzonitrile FC1=C2C(C=C(NC2=CC(=C1)F)C=1C=C(C#N)C=CC1SC(F)(F)F)=O